8-((R)-1-((4-fluoro-2-((S)-3-hydroxypiperidin-1-yl)phenyl)amino)ethyl)-3,6-dimethyl-2-morpholinoquinazolin-4(3H)-one FC1=CC(=C(C=C1)N[C@H](C)C=1C=C(C=C2C(N(C(=NC12)N1CCOCC1)C)=O)C)N1C[C@H](CCC1)O